C(C)S(=O)(=O)[C@@H]1[C@H](C[C@@H](OC1)C(=O)N1[C@H](C2=CC=CC=C2CC1)C1=CC=C(C=C1)F)N(C(OC(C)(C)C)=O)S(=O)(=O)C1=CC=C(C)C=C1 tert-butyl ((2R,4S,5R)-5-(ethylsulfonyl)-2-((S)-1-(4-fluorophenyl)-1,2,3,4-tetrahydroisoquinoline-2-carbonyl)tetrahydro-2H-pyran-4-yl)(tosyl)carbamate